8-hydroxy-1-octanoic acid, ethyl ester OCCCCCCCC(=O)OCC